N[C@H]1C2N(CC1CC2)C(=O)C2=CC1=C(N(C(=N1)C1=CC=3C(=NC(=CC3)C3=CC=C(C=N3)C(=O)N)N1CC1CC1)C)C(=C2)OC 6-(2-{5-[(7R)-7-amino-2-azabicyclo[2.2.1]heptane-2-carbonyl]-7-methoxy-1-methyl-1H-1,3-benzodiazol-2-yl}-1-(cyclopropylmethyl)-1H-pyrrolo[2,3-b]pyridin-6-yl)pyridine-3-carboxamide